benzyl((1S,9S)-9-ethyl-5-fluoro-9-hydroxy-4-methyl-10,13-dioxo-2,3,9,10,13,15-hexahydro-1H,12H-benzo[de]pyrano[3',4':6,7]indolizino[1,2-b]quinolin-1-yl)carbamate C(C1=CC=CC=C1)OC(N[C@H]1CCC=2C=3C1=C1C(=NC3C=C(C2C)F)C2=CC3=C(C(N2C1)=O)COC([C@]3(O)CC)=O)=O